[(1S,3R,7S,8S,8aR)-8-[2-[(2R,4R)-4-[tert-butyl (dimethyl) silyl]oxy-6-oxo-tetrahydropyran-2-yl]ethyl]-3,7-dimethyl-1,2,3,7,8,8a-hexahydronaphthalen-1-yl] (4-nitrophenyl) carbonate C(O[C@H]1C[C@H](C=C2C=C[C@@H]([C@@H]([C@@H]12)CC[C@H]1OC(C[C@@H](C1)O[Si](C)(C)C(C)(C)C)=O)C)C)(OC1=CC=C(C=C1)[N+](=O)[O-])=O